(R)-N-(2-fluoro-3-hydroxy-3-methylbutyl)-6-(2-fluoropyridin-3-yl)-4-((tetrahydro-2H-pyran-4-yl)amino)pyrrolo[1,2-b]pyridazine-3-carboxamide F[C@H](CNC(=O)C1=C(C=2N(N=C1)C=C(C2)C=2C(=NC=CC2)F)NC2CCOCC2)C(C)(C)O